1-(4-(3-(6-(2H-1,2,3-triazol-2-yl)pyrid-3-yl)-1-(2,6-difluorobenzyl)-5-((dimethylamino)methyl)-2,4-dioxo-1,2,3,4-tetrahydrothieno[2,3-d]pyrimidin-6-yl)phenyl)-3-methoxyurea N=1N(N=CC1)C1=CC=C(C=N1)N1C(N(C2=C(C1=O)C(=C(S2)C2=CC=C(C=C2)NC(=O)NOC)CN(C)C)CC2=C(C=CC=C2F)F)=O